FC=1C(=C(N)C=CC1)OC 3-Fluoro-2-methoxy-aniline